C(C)(C)(C)C1=NC(=NO1)C(=O)N[C@H](C)C1=C(C(=C(C=C1)C1=NC=NC=2NC3=CC(=CC=C3C21)N2CCC(CC2)C=O)F)C (R)-5-(tert-butyl)-N-(1-(3-fluoro-4-(7-(4-formylpiperidin-1-yl)-9H-pyrimido[4,5-b]indol-4-yl)-2-methylphenyl)ethyl)-1,2,4-oxadiazole-3-carboxamide